[S].[K].ClC=1C=C2C=CN(C2=CC1)CCCN1CCN(CC1)CC(CN1N=CN=C1)(O)C1=C(C=C(C=C1)F)F 1-(4-(3-(5-chloro-1H-indol-1-yl)propyl)piperazin-1-yl)-2-(2,4-difluorophenyl)-3-(1H-1,2,4-triazol-1-yl)propan-2-ol Potassium Sulfur